3-methyl-4-(4,4,5,5-tetramethyl-1,3,2-dioxaborolan-2-yl)pyridin-2(1H)-one CC=1C(NC=CC1B1OC(C(O1)(C)C)(C)C)=O